C1[C@@H](C(=O)N1[C@H](C2=CC=C(C=C2)O)C(=O)O)NC(=O)/C(=N\\O)/C3=CC=C(C=C3)OCC[C@@H](C(=O)O)N The molecule is a nocardicin in which the beta-lactam moiety is substituted at position 1 by a carboxy(4-hydroxyphenyl)methyl group and at position 3 by a [(2Z)-2-(hydroxyimino)-2-(4-hydroxyphenyl)acetyl]nitrilo group in which the phenolic hydroxy group is substituted by a (3S)-3-amino-3-carboxypropyl group. It is a dicarboxylic acid, a non-proteinogenic L-alpha-amino acid, a member of phenols, an aromatic ether and a nocardicin. It derives from a L-homoserine and a D-4-hydroxyphenylglycine. It is a tautomer of an isonocardicin A zwitterion.